NC(C([C@H](CCC(C)(F)F)NC(=O)C1=C(C=CC(=C1)Cl)NC(C1=CC(=NC=C1)C(F)(F)F)=O)=O)=O (S)-N-(2-((1-amino-6,6-difluoro-1,2-dioxoheptan-3-yl)carbamoyl)-4-chlorophenyl)-2-(trifluoromethyl)isonicotinamide